(S)-2-((2-((S)-3-(difluoromethyl)-5-carbonylmorpholino)-8-fluoro-5,6-dihydrobenzo[f]imidazo[1,2-d][1,4]oxazepin-9-yl)amino)propionamide FC([C@@H]1COCC(N1C=1N=C2N(CCOC3=C2C=CC(=C3F)N[C@H](C(=O)N)C)C1)=C=O)F